CC1=NC(=CC(=N1)NC1=CC2=C(C=N1)C(=NN2C2=CC(=CC=C2)C2=NC=C(C=N2)F)OCOCC[Si](C)(C)C)C N-(2,6-dimethylpyrimidin-4-yl)-1-(3-(5-fluoropyrimidin-2-yl)phenyl)-3-((2-(trimethylsilyl)ethoxy)methoxy)-1H-pyrazolo[4,3-c]pyridin-6-amine